(tert-butoxy)-N-{[2-(2-{[(2-pyridylcyclobutyl)methyl]amino}pyrimidin-5-yl)(1,3-thiazol-5-yl)]methyl}carboxamide C(C)(C)(C)OC(=O)NCC1=CN=C(S1)C=1C=NC(=NC1)NCC1(CCC1)C1=NC=CC=C1